(R)-(3-cyano-1-oxo-1-((4-phenyl-2-(trifluoromethyl)quinoline-7-yl)amino)propan-2-yl)carbamic acid tert-butyl ester C(C)(C)(C)OC(N[C@@H](C(NC1=CC=C2C(=CC(=NC2=C1)C(F)(F)F)C1=CC=CC=C1)=O)CC#N)=O